3,5-dibromo-4-(2-(3-(tetrahydro-2H-pyran-2-yloxy)propoxy)ethoxy)benzaldehyde BrC=1C=C(C=O)C=C(C1OCCOCCCOC1OCCCC1)Br